(4S)-4-(allyloxy)-7-(tert-butyldiphenylsiloxy)hept-1-yne C(C=C)O[C@H](CC#C)CCCO[Si](C1=CC=CC=C1)(C1=CC=CC=C1)C(C)(C)C